chloro-2-(prop-1-yn-1-yl)benzene ClC1=C(C=CC=C1)C#CC